4-Amino-5-(4-fluoro-3-methoxyphenyl)-5-methyl-2-(8-(3,3,4,4,4-pentafluorobutyl)imidazo[1,2-a]pyrazin-6-yl)-5,7-dihydro-6H-pyrrolo[2,3-d]pyrimidin-6-one NC=1C2=C(N=C(N1)C=1N=C(C=3N(C1)C=CN3)CCC(C(F)(F)F)(F)F)NC(C2(C)C2=CC(=C(C=C2)F)OC)=O